(3-amino-5-hydroxyphenyl)methanesulfonyl chloride NC=1C=C(C=C(C1)O)CS(=O)(=O)Cl